(2S,4R)-4-[tert-butyl-(diphenyl)silyl]oxypyrrolidine-2-carboxylic acid methyl ester COC(=O)[C@H]1NC[C@@H](C1)O[Si](C1=CC=CC=C1)(C1=CC=CC=C1)C(C)(C)C